N-((1R,3R,5S)-8-((((1R,5S,6r)-3-Azabicyclo[3.1.0]hexan-6-yl)methyl)sulfonyl)-8-azabicyclo[3.2.1]octan-3-yl)-5-cyclopropylisoxazole-3-carboxamide [C@H]12CNC[C@@H]2C1CS(=O)(=O)N1[C@H]2CC(C[C@@H]1CC2)NC(=O)C2=NOC(=C2)C2CC2